ClC1=C(C=CC=C1C1C(NC(CC1)=O)=O)C1=CC=C(C=C1)CC=1N=CN(C1)C 3-(2-chloro-4'-((1-methyl-1H-imidazol-4-yl)methyl)-[1,1'-biphenyl]-3-yl)piperidine-2,6-dione